CC1=NC(=CC(=N1)NCC=1SC(=NN1)C)OC[C@@H]1[C@H](C1)C1=NC=C(C=C1)C 2-Methyl-6-{[(1S,2S)-2-(5-methylpyridin-2-yl)cyclopropyl]methoxy}-N-[(5-methyl-1,3,4-thiadiazol-2-yl)methyl]pyrimidin-4-amine